FC1(CCN(CC1)C1=NC2=CC=CC=C2C=C1)C(=O)N1CCOC2=C(C1)C=NC=C2C#N 4-[4-fluoro-1-(2-quinolyl)piperidine-4-carbonyl]-3,5-dihydro-2H-pyrido[3,4-f][1,4]oxazepine-9-carbonitrile